4-amino-N-cyclopropyl-1-methyl-N-((6-(trifluoromethyl)-3-pyridazinyl)methyl)-1H-pyrazolo[4,3-c]quinoline-8-carboxamide NC1=NC=2C=CC(=CC2C2=C1C=NN2C)C(=O)N(CC=2N=NC(=CC2)C(F)(F)F)C2CC2